C1[C@H]([C@@H]([C@H]([C@@H]([C@H]1N)O[C@@H]2[C@@H]([C@H]([C@@H]([C@H](O2)CN)O)O)N)O[C@H]3[C@@H]([C@@H]([C@H](O3)CO)O)O)O)N The molecule is an amino cyclitol glycoside that is 4,6-diaminocyclohexane-1,2,3-triol having a 2,6-diamino-2,6-dideoxy-alpha-D-glucosyl residue attached at position 1 and a beta-D-ribosyl residue attached at position 2. It is an antibiotic produced by Streptomyces ribosidificus (formerly S. thermoflavus). It has a role as a metabolite, an antimicrobial agent and an antibacterial drug. It is an amino cyclitol glycoside and an aminoglycoside antibiotic. It is a conjugate base of a ribostamycin(4+).